CC1=C(C(=CC=C1)C(F)(F)F)COC1=CC=C(C=C1)N1N=C(N=C1)C(=O)OC methyl 1-(4-{[2-methyl-6-(trifluoromethyl)phenyl] methoxy}phenyl)-1,2,4-triazole-3-carboxylate